O=O (oxy) ether